N-(4-Aminonaphthalen-1-yl)-4-methoxybenzenesulfonamide NC1=CC=C(C2=CC=CC=C12)NS(=O)(=O)C1=CC=C(C=C1)OC